N-(2-(1-(6-ethoxy-5-methoxypyridin-2-yl)-2-(methylsulfonyl)ethyl)-1,3-dioxoisoindolin-4-yl)-2-methoxyacetamide C(C)OC1=C(C=CC(=N1)C(CS(=O)(=O)C)N1C(C2=CC=CC(=C2C1=O)NC(COC)=O)=O)OC